3-Oxo-2-(2-piperidin-1-yl-ethyl)-2,3-dihydro-1H-isoindole-4-carboxylic acid O=C1N(CC=2C=CC=C(C12)C(=O)O)CCN1CCCCC1